C(C)N1N=C(C(=C1)C1=C(C=CC=C1F)[C@H]1C2=C(CN1)SC(=C2)C#N)C(F)(F)F (S)-4-(2-(1-ethyl-3-(trifluoromethyl)-1H-pyrazol-4-yl)-3-fluorophenyl)-5,6-dihydro-4H-thieno[2,3-c]pyrrole-2-carbonitrile